6-bromo-1-methyl-2,3-dihydro-1H-pyrido[2,3-b][1,4]oxazine BrC=1C=CC2=C(OCCN2C)N1